(E)-2-((2-aminopyrimidin-5-yl)methylene)-6-hydroxy-2,3-dihydro-1H-inden-1-one NC1=NC=C(C=N1)\C=C/1\C(C2=CC(=CC=C2C1)O)=O